8-((4-((cyclobutylmethyl)(2-(difluoromethyl)-4-fluorophenyl)amino)cyclohexyl)(methyl)amino)-5-methyl-6-oxo-5,6-dihydro-1,5-naphthyridine-2,7-dicarbonitrile C1(CCC1)CN(C1CCC(CC1)N(C1=C(C(N(C=2C=CC(=NC12)C#N)C)=O)C#N)C)C1=C(C=C(C=C1)F)C(F)F